N1,N2-di-(1,3-dimethylbutyl)-ethane-1,2-diamine CC(CC(C)C)NCCNC(CC(C)C)C